N1=C(N=CC=C1)C(C(=O)N)=C pyrimidin-2-yl-(acrylamide)